N1=C(C=CC=C1)C(C)(C)NC(=O)C1=CC2=CC=CC(=C2C=C1)C1=CC=C(C=C1)C(F)(F)F N-(2-(pyridin-2-yl)propan-2-yl)-5-(4-(trifluoromethyl)phenyl)-2-naphthamide